BrC1=NNC(=N1)C(CC(=O)OC)=O methyl 3-(3-bromo-1H-1,2,4-triazol-5-yl)-3-oxo-propanoate